N[C@@H](COCN1N=CC2=CC(=CC=C12)N)C [(2R)-2-aminopropoxy]methyl-1H-indazol-5-amine